1-Nonyl-2-propylpyrrolidinium fluorid [F-].C(CCCCCCCC)[NH+]1C(CCC1)CCC